(1r,4r)-N1-(5-Chloro-4-(3-(cyclopropylmethyl)isoxazol-4-yl)pyrimidin-2-yl)cyclohexane-1,4-diamine ClC=1C(=NC(=NC1)NC1CCC(CC1)N)C=1C(=NOC1)CC1CC1